tert-butyl (Z)-(2-(4-(2-cyclobutyl-1-(1-(tetrahydro-2H-pyran-2-yl)-1H-indazol-5-yl)-2-(4,4,5,5-tetramethyl-1,3,2-dioxaborolan-2-yl)vinyl)phenoxy)-ethyl)carbamate C1(CCC1)\C(=C(/C=1C=C2C=NN(C2=CC1)C1OCCCC1)\C1=CC=C(OCCNC(OC(C)(C)C)=O)C=C1)\B1OC(C(O1)(C)C)(C)C